ClC1=CN=C(S1)C(CC(=O)OC(C)(C)C)(C)O tert-butyl 3-(5-chlorothiazol-2-yl)-3-hydroxybutanoate